Naphthalen-1-ylmethyl (1s,4s)-4-(2-fluoro-4-methoxy-5-((2-(((1-methylcyclobutyl)methyl)carbamoyl)thiophen-3-yl)carbamoyl)phenoxy)-1-methylcyclohexane-1-carboxylate FC1=C(OC2CCC(CC2)(C(=O)OCC2=CC=CC3=CC=CC=C23)C)C=C(C(=C1)OC)C(NC1=C(SC=C1)C(NCC1(CCC1)C)=O)=O